6-((4-((5-Cyclopropyl-3-(3,5-dichloropyridin-4-yl)isoxazol-4-yl)methoxy)bicyclo[2.2.2]octan-1-yl)methoxy)-8-fluoro-4-methoxychinolin C1(CC1)C1=C(C(=NO1)C1=C(C=NC=C1Cl)Cl)COC12CCC(CC1)(CC2)COC=2C=C1C(=CC=NC1=C(C2)F)OC